C(C)(C)C1=C(NC2=CC=C(C=C12)OCC1CCN(CC1)C)C=1C=C(C(N(C1)C)=O)C 5-(3-isopropyl-5-((1-methylpiperidin-4-yl)methoxy)-1H-indol-2-yl)-1,3-dimethylpyridin-2(1H)-one